2,4-di-methylcyclohex-3-ene-1-carbaldehyde CC1C(CCC(=C1)C)C=O